C(C)C1=CC=C(C=C1O)O 6-ETHYLBENZENE-1,3-DIOL